1-(2-(5-(3-fluorophenyl)-1H-imidazol-2-yl)piperidin-1-yl)-2-(methylthio)propan-1-one perfluoroundecylacrylate FC(=C(C(=O)O)C(C(C(C(C(C(C(C(C(C(C(F)(F)F)(F)F)(F)F)(F)F)(F)F)(F)F)(F)F)(F)F)(F)F)(F)F)(F)F)F.FC=1C=C(C=CC1)C1=CN=C(N1)C1N(CCCC1)C(C(C)SC)=O